ClCC[Si](OCC1=CC=CC=C1)(OCC1=CC=CC=C1)C (2-chloroethyl)methylbis(phenylmethoxy)silane